C(C)(C)(C)OC(=O)N[C@H](CCC(=O)O)C1CC1 (4R)-4-(tert-butoxycarbonylamino)-4-cyclopropyl-butyric acid